S(=O)(=O)(O)O.CC=1N(C=CC=CC1NC)C=1C=2N(C3=C(N1)N=CC(=C3)Br)C=NN2 Methyl-1-(8-bromopyrido[2,3-e][1,2,4]triazolo[4,3-a]pyrazin-4-yl)-N-methylazepin-3-amine sulfate salt